ethyl 3-(4-fluorophenyl)-3-hydroxybutanoate FC1=CC=C(C=C1)C(CC(=O)OCC)(C)O